1-(Tert-butyl)-3-methyl-6-(4-(methylthio)phenyl)-4-(trifluoromethyl)-1H-pyrazolo[3,4-b]pyridine C(C)(C)(C)N1N=C(C=2C1=NC(=CC2C(F)(F)F)C2=CC=C(C=C2)SC)C